BrC1=CC=2N(C=C1)C(=CN2)C2=NC(=NC=C2F)NC2CCC(CC2)N N1-(4-(7-Bromoimidazo[1,2-a]pyridin-3-yl)-5-fluoropyrimidin-2-yl)cyclohexane-1,4-diamine